2-(4-(5-(trifluoromethyl)pyrimidin-2-yl)piperazin-1-yl)ethylcarbamate FC(C=1C=NC(=NC1)N1CCN(CC1)CCNC([O-])=O)(F)F